(3-sulphonatobenzyl)ammonium, disodium salt [Na].[Na].S(=O)(=O)([O-])C=1C=C(C[NH3+])C=CC1